C(CCCCCCC\C=C/CCCCCCCC)C(C(=O)O)CCCCCCCCCC\C=C/CCCCCCCC.C(CCCCCCCCCCC\C=C/CCCCCCCC)(=O)OCCCCCCCC\C=C/CCCCCCCC oleyl erucate (oleyl erucate)